Benzo-phenanthren C1=C2C=3C=CC=CC3C3=C(C2=CC=C1)C=CC=C3